CC1=C(C=CC(=C1)OC=1C(=NC=CC1)C)N1C2=C(SC=3N=CC=C(NC1=O)C32)C(=O)N (S)-(2-methyl-4-((2-methylpyridin-3-yl)oxy)phenyl)-4-oxo-4,5-dihydro-3H-1-thia-3,5,8-triazaacenaphthylene-2-carboxamide